ClC1=C(C=CC(=C1)N1C2=CC=C(C=C2C=2C=C(C=CC12)C1=CC=CC=C1)C1=CC=CC=C1)C=1C(=CC=CC1)C1=CC=CC=C1 9-(2-chloro-[1,1':2',1''-terphenyl]-4-yl)-3,6-diphenyl-9H-carbazole